OC=1C=2N(N(C(C1C(=O)OCC)=O)C(C)C)C=CC2 ethyl 4-hydroxy-1-isopropyl-2-oxo-1,2-dihydropyrrolo[1,2-b]pyridazine-3-carboxylate